(2R,6R)-N-(2-(1-Benzylpiperidin-4-yl)ethyl)-4-(5-cyanopyrimidin-2-yl)-2,6-dimethylpiperazin-1-carboxamid C(C1=CC=CC=C1)N1CCC(CC1)CCNC(=O)N1[C@@H](CN(C[C@H]1C)C1=NC=C(C=N1)C#N)C